2-(6-Chloro-benzothiazol-2-ylamino)-1-ethyl-1H-benzoimidazole-5-carboxylic acid (2-methoxy-2-methyl-propyl)-amide COC(CNC(=O)C1=CC2=C(N(C(=N2)NC=2SC3=C(N2)C=CC(=C3)Cl)CC)C=C1)(C)C